1-[[1-[3-[2-(7-chloro-2-quinolinyl)vinyl]phenyl]propyl]methyl]cyclopropaneacetic acid diethylaminoethyl ester hydrochloride Cl.C(C)N(CC)CCOC(CC1(CC1)CC(CC)C1=CC(=CC=C1)C=CC1=NC2=CC(=CC=C2C=C1)Cl)=O